ClC1=NC=C(C=C1C1=C2CCN(C(C2=CC(=C1)CCN(C)CC)=O)[C@@H](C)C1=NC=C(C#N)C(=C1)OCC)C (S)-6-(1-(5-(2-chloro-5-methylpyridin-3-yl)-7-(2-(ethyl(methyl)amino)ethyl)-1-oxo-3,4-dihydroisoquinolin-2(1H)-yl)ethyl)-4-ethoxynicotinonitrile